CCCCCCCCCCCCCCC(=O)OC[C@H](COP(=O)([O-])OCC[N+](C)(C)C)OC(=O)CCCCCCC/C=C\\C/C=C\\CCCCC The molecule is a phosphatidylcholine 33:2 in which the 1- and 2-acyl groups are specified as pentadecanoyl and linoleoyl respectively. It derives from a pentadecanoic acid and a linoleic acid.